(S)-Boc-tert-leucine C(=O)(OC(C)(C)C)N[C@@H](C(C)(C)C)C(=O)O